1-(2-fluoro-4-hydroxyphenylamino)-cyclobutanenitrile FC1=C(C=CC(=C1)O)NC1(CCC1)C#N